C1(CCC1)C(CC(=O)O)(C)O 3-Cyclobutyl-3-hydroxybutyric acid